OC1=C(C(=C(C2=CC=CC=C12)C1=CC=CC2=CC=CC=C12)OCOC)C=O hydroxy-2-(methoxymethoxy)-[1,1'-binaphthyl]-3-carbaldehyde